dioleyltartrate C(CCCCCCC\C=C/CCCCCCCC)C(C(C(=O)[O-])(O)CCCCCCCC\C=C/CCCCCCCC)(O)C(=O)[O-]